3-phosphobenzoic acid P(=O)(=O)C=1C=C(C(=O)O)C=CC1